[Na+].[Na+].O[C@@H](C(=O)[O-])CCC(=O)[O-] (R)-2-hydroxyglutaric acid disodium salt